NCC1=NNC(C2=CC=C(C=C12)C=1C=NN(C1C1=C(C#N)C=C(C=C1)OCC)C)=O 2-(4-(4-(aminomethyl)-1-oxo-1,2-dihydrophthalazin-6-yl)-1-methyl-1H-pyrazol-5-yl)-5-ethoxybenzonitrile